2-chloro-4-cyclopropyl-6-ethylbenzonitrile ClC1=C(C#N)C(=CC(=C1)C1CC1)CC